CN1CC=CC(=C1)CN(CCC1=CC=CC=C1)C 1-methyl-5-((methyl-(phenethyl)amino)methyl)pyridin